C(C)(C)C1=NOC(=N1)N1CCC(CC1)[C@H](C)OC=1SC2=NC(=CC=C2N1)C1=CC(=NC=C1)Cl 2-((S)-1-(1-(3-isopropyl-1,2,4-oxadiazol-5-yl)piperidin-4-yl)ethoxy)-5-(2-chloropyridin-4-yl)thiazolo[5,4-b]pyridine